tert-butyl (R)-2-(3-(1-hydroxy-3-(2,3,5-trimethoxyphenyl)propyl)phenoxy)acetate O[C@H](CCC1=C(C(=CC(=C1)OC)OC)OC)C=1C=C(OCC(=O)OC(C)(C)C)C=CC1